4-(4-chloro-3-(cyclohexyloxy)phenoxy)-1H-1,2,3-triazole-5-carboxylic acid 2,2,2-trifluoroacetate FC(C(=O)O)(F)F.ClC1=C(C=C(OC=2N=NNC2C(=O)O)C=C1)OC1CCCCC1